NCCC#CC=1C=C(OC1)C(=O)NCCCCN 4-(4-aminobut-1-yn-1-yl)-N-(4-aminobutyl)furan-2-carboxamide